4-amino-7-fluoro-1-methyl-N-(2-oxooxazolidin-3-yl)-N-[[5-(trifluoromethyl)-2-pyridyl]methyl]pyrazolo[4,3-c]quinoline-8-carboxamide NC1=NC=2C=C(C(=CC2C2=C1C=NN2C)C(=O)N(CC2=NC=C(C=C2)C(F)(F)F)N2C(OCC2)=O)F